6-(4-Chloro-2-(4-methyl-4H-1,2,4-triazol-3-yl)phenyl)-2-(6-chloro-4-((((tetra-hydrofuran-2-yl)methyl)amino)methyl)pyridin-2-yl)isoindolin-1-one ClC1=CC(=C(C=C1)C1=CC=C2CN(C(C2=C1)=O)C1=NC(=CC(=C1)CNCC1OCCC1)Cl)C1=NN=CN1C